6-{[3-(aminomethyl)-4,7,10-tris({[1-(phenylmethoxy)-6-oxopyridin-2-yl]methyl})-1,4,7,10-tetraazacyclododecan-1-yl]methyl}-1-(phenylmethoxy)pyridin-2-one NCC1CN(CCN(CCN(CCN1CC=1N(C(C=CC1)=O)OCC1=CC=CC=C1)CC=1N(C(C=CC1)=O)OCC1=CC=CC=C1)CC=1N(C(C=CC1)=O)OCC1=CC=CC=C1)CC1=CC=CC(N1OCC1=CC=CC=C1)=O